(R)-1-(4'H,6'H-spiro[cyclopropane-1,7'-thieno[3,2-c]pyran]-4'-yl)-N-methyl-methylamine L-mandelate salt C([C@@H](O)C1=CC=CC=C1)(=O)O.S1C=CC=2[C@@H](OCC3(C21)CC3)CNC